1-(2,5-dimethoxyphenyl)-5-methyl-N-phenyl-1H-1,2,3-triazole-4-carboxamide COC1=C(C=C(C=C1)OC)N1N=NC(=C1C)C(=O)NC1=CC=CC=C1